O=C1NC(CCC1N1C(C2=CC=CC(=C2C1=O)NCCCCC(=O)NC(C=1C=NC=CC1)C1=CC(=C2C=CC=NC2=C1O)C)=O)=O 5-((2-(2,6-dioxo-piperidin-3-yl)-1,3-dioxoisoindolin-4-yl)amino)-N-((8-hydroxy-5-methyl-quinolin-7-yl)-(pyridin-3-yl)meth-yl)pentanamide